9-(3-Bromophenyl)-3,3,10,10-tetramethyl-2,3,4a,10-tetrahydro-1H-indeno[1,2-c]pyrazolo[1,2-a]pyrazol-1-one BrC=1C=C(C=CC1)C=1C=2C=CC=CC2C2N3N(C(C21)(C)C)C(CC3(C)C)=O